(R)-1'-(5-Amino-1-phenethyl-1H-pyrazole-4-carbonyl)-6-chloro-5-fluorospiro[benzo[d][1,3]oxazine-4,3'-piperidin]-2(1H)-one NC1=C(C=NN1CCC1=CC=CC=C1)C(=O)N1C[C@@]2(CCC1)C1=C(NC(O2)=O)C=CC(=C1F)Cl